6-((1-(1-(tetrahydro-2H-pyran-4-yl)-1H-indazol-6-yl)methoxy)pyridin-2-yl)piperidine-1-carboxylic acid tert-butyl ester C(C)(C)(C)OC(=O)N1CCCCC1C1=NC=CC=C1OCC1=CC=C2C=NN(C2=C1)C1CCOCC1